CN1N=CC(=C1)N1N=CN(C1)CN1C(C=CC=C1)=O (1-(1-methyl-1H-pyrazol-4-yl)-1H-1,2,4-triazol-4-ylmethyl)pyridin-2(1H)-one